NCCC(=O)N[C@@H](CC1=CN(C=N1)C)C(=O)O β-alaninyl-1-methylhistidine